C1(=CC(=CC=C1)C1=NC(=NC=C1Cl)NC=1C=NC=C(C1)N)C1=CC=CC=C1 N3-(4-([1,1'-biphenyl]-3-yl)-5-chloropyrimidin-2-yl)pyridine-3,5-diamine